C1(=CC=CC=C1)C1=C(C=CC=C1)CN phenylbenzeneMethylamine